2,4-dimethoxypyridine-3-sulfonamide COC1=NC=CC(=C1S(=O)(=O)N)OC